di-tert-butyl ((4-nitrophenoxy)carbonyl)-L-glutamate [N+](=O)([O-])C1=CC=C(OC(=O)N[C@@H](CCC(=O)OC(C)(C)C)C(=O)OC(C)(C)C)C=C1